COC(C1=NC(=CC=C1N[C@H](C)C1=C2C=C(N(C(C2=CC(=C1)C)=O)C)C=1C=NC(=CC1)C1=CC=C(C=C1)F)Cl)=O.N1=CC=C(C=C1)C1=CC=C(C2=CC=CC=C12)C1=CC=NC=C1 1,4-bis(pyridine-4-yl)naphthalene methyl-(R)-6-chloro-3-((1-(3-(6-(4-fluorophenyl)pyridin-3-yl)-2,7-dimethyl-1-oxo-1,2-dihydroisoquinolin-5-yl)ethyl)amino)picolinate